(2S,4S)-4-[[4-(difluorometh-oxy)phenyl]methoxy]pyrrolidine-2-carboxylic acid FC(OC1=CC=C(C=C1)CO[C@H]1C[C@H](NC1)C(=O)O)F